[(2R)-2-methoxy-3-octadecoxypropyl] [2,3,4,6-tetrahydroxy-5-(hydroxymethyl)cyclohexyl] carbonate C(OC[C@@H](COCCCCCCCCCCCCCCCCCC)OC)(OC1C(C(C(C(C1O)CO)O)O)O)=O